CC(C(C(=O)OCC)N1N=C2CCC3=C(C2=C1)C=CC(=C3)C=C)C ethyl 3-methyl-2-(7-vinyl-4,5-dihydro-2H-benzo[e]indazol-2-yl)butanoate